1-[1-(6-pyrrolidin-1-ylpyridazin-4-yl)indazol-6-yl]pyrrole-2-carbonitrile N1(CCCC1)C1=CC(=CN=N1)N1N=CC2=CC=C(C=C12)N1C(=CC=C1)C#N